(R)-7-(4-bromo-3-(trifluoromethyl)benzoyl)-3-(4-(4-(4-methoxybenzyl)-5-methyl-4H-1,2,4-triazol-3-yl)phenyl)-6-methyl-2-thioxo-2,3,5,6,7,8-hexahydropyrido[3,4-d]pyrimidin-4(1H)-one BrC1=C(C=C(C(=O)N2CC=3NC(N(C(C3C[C@H]2C)=O)C2=CC=C(C=C2)C2=NN=C(N2CC2=CC=C(C=C2)OC)C)=S)C=C1)C(F)(F)F